BrC1=C(C(N(C=C1)CC(F)(F)F)=O)OC1=C(C=CC=C1C)C 4-bromo-3-(2,6-dimethylphenoxy)-1-(2,2,2-trifluoroethyl)pyridin-2(1H)-one